2-benzofuran-carboxylic acid O1C(=CC2=C1C=CC=C2)C(=O)O